5-chloro-2-(4,4-difluoroazepan-1-yl)-6-methyl-N-(3-(aminosulfonylamino)phenyl)nicotinamide ClC=1C(=NC(=C(C(=O)NC2=CC(=CC=C2)NS(=O)(=O)N)C1)N1CCC(CCC1)(F)F)C